ClC1=C(C=CC(=C1Cl)C1=C(N=C(S1)C1=NN=C(N1C1CC1)C(C)(C)O)C(=O)N1CCC(CC1)(F)F)S(=O)(=O)N[C@H](C(F)(F)F)C (S)-2,3-dichloro-4-(2-(4-cyclopropyl-5-(2-hydroxypropan-2-yl)-4H-1,2,4-triazol-3-yl)-4-(4,4-difluoropiperidine-1-carbonyl)thiazol-5-yl)-N-(1,1,1-trifluoropropan-2-yl)benzenesulfonamide